rac-4-chloro-5-(((2-(3-hydroxy-3-methylpyrrolidine-1-carbonyl)-4-(piperidine-1-carbonyl)quinolin-6-yl)oxy)methyl)isobenzofuran-1(3H)-one ClC1=C2COC(C2=CC=C1COC=1C=C2C(=CC(=NC2=CC1)C(=O)N1C[C@](CC1)(C)O)C(=O)N1CCCCC1)=O |r|